(3-fluoro-5-(((4-((1-(6-(pyridazin-4-yl)-1H-indazol-4-yl)azetidin-3-yl)oxy)butyl)amino)methyl)phenyl)methanol FC=1C=C(C=C(C1)CNCCCCOC1CN(C1)C1=C2C=NNC2=CC(=C1)C1=CN=NC=C1)CO